NC=1C=C(C=CC1S)[C@@H]1N(C[C@H](CC1)C)C(=O)OC(C)(C)C (2R,5S)-tert-butyl 2-(3-amino-4-Mercaptophenyl)-5-methylpiperidine-1-carboxylate